Ethyl-2-(3-(chloromethyl)isoxazol-5-yl)-5-fluoro-4-methoxybenzonitrile C(C)C=1C(=C(C#N)C=C(C1OC)F)C1=CC(=NO1)CCl